ethylallicin C(C)C=CCS(SCC=C)=O